C(#N)[C@@H]1[C@H](C1)C(=O)N[C@@]12CN(C[C@H]2[C@H]1C)C1=NC(=NC=C1C)NC=1C=NC(=CC1)OCCO (1S,2S)-2-cyano-N-[(1S,5R,6R)-3-(2-{[6-(2-hydroxyethoxy)pyridin-3-yl]amino}-5-methylpyrimidin-4-yl)-6-methyl-3-azabicyclo[3.1.0]hex-1-yl]cyclopropanecarboxamide